O(P([O-])(=O)OP(=O)([O-])[O-])C1[C@H](O)[C@H](O)[C@H](O1)COP(=O)(O)O 5-phosphoribosyl 1-pyrophosphate